CC1=NC=CC(=C1)C1=C(C=C(C=C1)[N+](=O)[O-])C=1N=NN(N1)C(C1=CC=CC=C1)(C1=CC=CC=C1)C1=CC=CC=C1 2-methyl-4-(4-nitro-2-(2-trityl-2H-tetrazol-5-yl)phenyl)pyridine